6-(1-((1,5-dimethyl-1H-pyrazol-4-yl)sulfonyl)-1,2,3,6-tetrahydropyridin-4-yl)-7-vinyl-[1,2,4]triazolo[1,5-a]pyridine CN1N=CC(=C1C)S(=O)(=O)N1CCC(=CC1)C=1C(=CC=2N(C1)N=CN2)C=C